((5-methyl-6-(piperazin-1-yl)pyridin-3-yl)methyl)-N2-(pentan-2-yl)imidazo[2,1-f][1,2,4]triazine-2,4-diamine CC=1C=C(C=NC1N1CCNCC1)CC=1N=C2C(=NC(=NN2C1)NC(C)CCC)N